phenylhexyl acetate C(C)(=O)OCCCCCCC1=CC=CC=C1